FC1=C(CN2C(CCC2=O)CC(=O)NC(C(=O)NCCC2=CC=CC=C2)C(C)C)C=CC=C1F 2-(2-(1-(2,3-Difluorobenzyl)-5-oxopyrrolidin-2-yl)acetamido)-3-methyl-N-phenethylbutanamide